ClC1=CC=C(C=C1)C1=NN(CC2=CC=CC=C12)CC1CCOCC1 4-(4-chlorophenyl)-N-(tetrahydropyran-4-ylmethyl)phthalazin